N-[6-tert-butyl-1-(2,4,6-trimethylphenyl)pyrazolo[3,4-b]pyridin-3-yl]-3-(dimethylamino)benzenesulfonamide C(C)(C)(C)C1=CC=C2C(=N1)N(N=C2NS(=O)(=O)C2=CC(=CC=C2)N(C)C)C2=C(C=C(C=C2C)C)C